(R)-4-(1-(5-chloro-1H-indazol-7-yl)-1-hydroxy-2-methylpropan-2-yl)piperidine-1-carboxylic acid tert-butyl ester C(C)(C)(C)OC(=O)N1CCC(CC1)C([C@@H](O)C=1C=C(C=C2C=NNC12)Cl)(C)C